ClC=1C(=C(NC2=NC=C(C=C2Cl)C(F)(F)F)C(=CC1C(F)(F)F)[N+](=O)[O-])[N+](=O)[O-] 3-chloro-N-(3-chloro-5-trifluoromethyl-2-pyridyl)-α,α,α-trifluoro-2,6-dinitro-p-toluidine